7-amino-4-hydroxynaphthalene NC1=CC=C2C(=CC=CC2=C1)O